N1=CC=C(C2=C1NC1=CC=CC=C21)NC(C2=CC=CC=C2)=O N-(9H-pyrido[2,3-b]indol-4-yl)benzamide